NC1=NC=NN2C1=C(C=C2C=2C(=CC(=C(C(=O)N[C@@H]1CN(C[C@@H]1F)C(=O)C1=CC(=NC=C1F)C)C2)C)F)C(F)(F)F 5-[4-amino-5-(trifluoromethyl)pyrrolo[2,1-f][1,2,4]triazin-7-yl]-4-fluoro-N-[(3R,4S)-4-fluoro-1-(5-fluoro-2-methylpyridine-4-carbonyl)pyrrolidin-3-yl]-2-methylbenzamide